Tert-butyl 4-(6-fluoro-3-methyl-2-oxo-1-((2-(trimethylsilyl)ethoxy)methyl)-2,3-dihydro-1H-benzo[d]imidazol-5-yl)-3-oxopiperidine-1-carboxylate FC=1C(=CC2=C(N(C(N2C)=O)COCC[Si](C)(C)C)C1)C1C(CN(CC1)C(=O)OC(C)(C)C)=O